O=C1NC(CCC1C1=NN(C2=C(C=CC=C12)N1CCC(CC1)CN1[C@@H]2CN([C@H](C1)C2)C(=O)OC(C)(C)C)C)=O tert-butyl (1s,4s)-5-((1-(3-(2,6-dioxopiperidin-3-yl)-1-methyl-1H-indazol-7-yl) piperidin-4-yl) methyl)-2,5-diazabicyclo[2.2.1]heptane-2-carboxylate